FC(C1=NOC(=C1)C1=C(C=CC=C1F)O)F 2-(3-difluoromethyl-5-isoxazolyl)-3-fluorophenol